CN[C@@H](CCC(=O)O)C(=O)O |r| methyl-DL-glutamic acid